Cl.C(C)(C)(C)C1=NOC(=N1)C(=O)NCC1=C(C(=C(C=C1)C1=NC=NN2C1=CC(=C2)C=2C=NN(C2)C)F)CC(F)F 3-(tert-butyl)-N-(2-(2,2-difluoroethyl)-3-fluoro-4-(6-(1-methyl-1H-pyrazol-4-yl)pyrrolo[2,1-f][1,2,4]triazin-4-yl)benzyl)-1,2,4-oxadiazole-5-carboxamide hydrochloride